3-(5-(6-(((2-chlorophenethyl)amino)methyl)-1-methyl-1H-benzo[d]imidazol-4-yl)-1-oxoisoindolin-2-yl)piperidine-2,6-dione ClC1=C(CCNCC=2C=C(C3=C(N(C=N3)C)C2)C=2C=C3CN(C(C3=CC2)=O)C2C(NC(CC2)=O)=O)C=CC=C1